O=C1N(C(CCC1N1C(CNCC1)=O)=O)C(=O)OC(C)(C)C tert-Butyl 2,6-dioxo-3-(2-oxopiperazin-1-yl)piperidine-1-carboxylate